(4-(3-hydroxyoxetan-3-yl)phenyl)(4-(3-(trifluoromethyl)phenyl)piperidin-1-yl)methanone tert-Butyl-{3-[(6-acetyl-4-chloro-1H-indazol-7-yl)oxy]propyl}carbamate C(C)(C)(C)N(C(O)=O)CCCOC=1C(=CC(=C2C=NNC12)Cl)C(C)=O.OC1(COC1)C1=CC=C(C=C1)C(=O)N1CCC(CC1)C1=CC(=CC=C1)C(F)(F)F